O=CNCCOCCOCCOCCOCCOCCOCCOCCOCCC(=O)O 1-oxo-5,8,11,14,17,20,23,26-octaoxa-2-azanonacosane-29-oic acid